Methyl-(2S)-2-[[2-[(2S)-1-[(2,3-difluorophenyl)methyl]-5-oxopyrrolidin-2-yl]acetyl]amino]-3-(1H-imidazol-4-yl)propionat COC([C@H](CC=1N=CNC1)NC(C[C@H]1N(C(CC1)=O)CC1=C(C(=CC=C1)F)F)=O)=O